BrC1=NC(=CC(=C1)C1=C(C=CC(=C1)[N+](=O)[O-])F)C 2-bromo-4-(2-fluoro-5-nitrophenyl)-6-methylpyridine